(1R,2S,5S)-N-((S)-1-cyano-2-((S)-2-oxopyrrolidin-3-yl)ethyl)-3-((S)-2-ethanethioamido-3,3-dimethylbutanoyl)-6,6-dimethyl-3-azabicyclo[3.1.0]hexane-2-carboxamide C(#N)[C@H](C[C@H]1C(NCC1)=O)NC(=O)[C@@H]1[C@H]2C([C@H]2CN1C([C@H](C(C)(C)C)NC(C)=S)=O)(C)C